6-chloro-N-[1-[2-(6-chloropyridazin-3-yl)-1,2,4-triazol-3-yl]ethyl]-8-(trifluoro-methyl)quinazolin-4-amine ClC=1C=C2C(=NC=NC2=C(C1)C(F)(F)F)NC(C)C=1N(N=CN1)C=1N=NC(=CC1)Cl